OCCCNCCCO di-(3-hydroxypropyl)amine